2-Keto-3-deoxy-6-phosphogluconate C([C@@H]([C@@H](COP(=O)(O)O)O)O)C(=O)C(=O)O